1-(2-carbonyl-1,2-dihydropyrrolo[4,3,2-ij]isoquinolin-6-yl)-5-trifluoromethyl-N-(2-trifluoromethyl-pyridin-4-yl)-1H-pyrazole-4-carboxamide C(=O)=C1NC2=NC=C(C3=CC=CC1=C23)N2N=CC(=C2C(F)(F)F)C(=O)NC2=CC(=NC=C2)C(F)(F)F